1-bromo-2,4-dinitronitrobenzene BrC1=C(C(=C(C=C1)[N+](=O)[O-])[N+](=O)[O-])[N+](=O)[O-]